pentan-1-one oxalate C(C(=O)O)(=O)O.C(CCCC)=O